(2E)-N-[4-(3-bromo-4-chloroanilino)pyrido[3,4-d]pyrimidin-6-yl]-4-(dimethylamino)-2-butenamide BrC=1C=C(NC=2C3=C(N=CN2)C=NC(=C3)NC(\C=C\CN(C)C)=O)C=CC1Cl